2,3-dimethylterephthalaldehyde CC1=C(C=O)C=CC(=C1C)C=O